6-[18F]Fluoro-4-thiaoleic acid [18F]C(CSCCC(=O)O)CC\C=C/CCCCCCCC